BrC1=C(OC2=C(C=CC=C2)O)C=CC(=C1)S(=O)(=O)CC (2-bromo-4-ethylsulfonyl-phenoxy)phenol